2,2-difluoro-succinic anhydride FC1(C(=O)OC(C1)=O)F